COC(=N)N.OS(=O)(=O)O O-METHYLISOUREA SULFATE